CCCCCCC(=CCC)C(CCC=C)=O Dec-7-en-7-yl-4-penten-1-one